C(C)(C)(C)OC(CCCCCBr)=O 6-bromohexanoic acid tertiary butyl ester